5-hydroxy-7-isopropyl-N-methylpyrazolo[1,5-a]pyrimidine-3-carboxamide OC1=NC=2N(C(=C1)C(C)C)N=CC2C(=O)NC